C(=C)C1=CC=C2C=CC(NC2=C1)=O 7-vinylquinolin-2(1H)-one